C12CNCC(CC1)N2C2=C1C(N(C(C1=CC=C2)=O)N2C(NC(CC2)=O)=O)=O (3,8-diazabicyclo[3.2.1]oct-8-yl)-2-(2,4-dioxotetrahydropyrimidin-1(2H)-yl)isoindoline-1,3-dione